2-[3-(2-chlorophenyl)propyl]-pyridine ClC1=C(C=CC=C1)CCCC1=NC=CC=C1